FC1(CCC(CC1)(C)CN[C@@H]1C=C([C@@H]([C@@H]([C@H]1O)O)O)COC(F)F)F (1S,2S,3S,6R)-6-(((4,4-difluoro-1-methylcyclohexyl)methyl)amino)-4-((difluoromethoxy)methyl)cyclohex-4-ene-1,2,3-triol